(6-fluoro-5-(4-fluoro-3-(1H-pyrazol-5-yl)phenoxy)-1-tosyl-1H-indol-4-yl)methanol FC1=C(C(=C2C=CN(C2=C1)S(=O)(=O)C1=CC=C(C)C=C1)CO)OC1=CC(=C(C=C1)F)C1=CC=NN1